Tripropylenglycol n-Butyl ether C(CCC)OC(C)COC(C)COC(C)CO